ClC=1C=C2C=NNC2=CC1OCC=1N=CSC1F 4-(((5-chloro-1H-indazol-6-yl)oxy)methyl)-5-fluorothiazole